FC=1C(=C(C=O)C(=C(C1)F)C)C 3,5-difluoro-2,6-dimethylbenzaldehyde